(4R,11R)-7,7-dimethyl-4-(1-(methylsulfonyl) spiro[indoline-3,4'-piperidine]-1'-carbonyl)-6,9-dioxo-1-phenyl-2,10-dioxa-5,8-diazadodecan-11-yl isobutyrate C(C(C)C)(=O)O[C@H](OC(NC(C(N[C@H](COCC1=CC=CC=C1)C(=O)N1CCC2(CC1)CN(C1=CC=CC=C12)S(=O)(=O)C)=O)(C)C)=O)C